N-[3-(tert-butylsulfamoyl)-4-[2-(4-hydroxy-1-piperidinyl)thiazol-5-yl]phenyl]acetamide methyl-7-bromo-1H-indole-4-carboxylate COC(=O)C=1C=2C=CNC2C(=CC1)Br.C(C)(C)(C)NS(=O)(=O)C=1C=C(C=CC1C1=CN=C(S1)N1CCC(CC1)O)NC(C)=O